FC1=C(C[C@@H]2N(CCCCC2)C2=NC(=CC(N2)=O)N2C[C@H](OCC2)C)C=CC=C1F 2-((R)-2-(2,3-difluorobenzyl)azepan-1-yl)-6-((R)-2-methylmorpholino)pyrimidin-4(3H)-one